4,4'-[[1,1'-binaphthalene]-2,2'-diylbis(oxy)]bis[3-(dibenzo[b,d]thiophen-4-yl)benzoic acid] C1(=C(C=CC2=CC=CC=C12)OC1=C(C=C(C(=O)O)C=C1)C1=CC=CC2=C1SC1=C2C=CC=C1)C1=C(C=CC2=CC=CC=C12)OC1=C(C=C(C(=O)O)C=C1)C1=CC=CC2=C1SC1=C2C=CC=C1